CO[C@H]1[C@@H](CCC1)C1=NC2=CC=C(C=C2C=C1)CN1C[C@H](CC1)OC=1C=C2CN(C(C2=CC1)=O)C1C(NC(CC1)=O)=O 3-(5-(((S)-1-((2-((1S,2R)-2-Methoxycyclopentyl)quinolin-6-yl)methyl)pyrrolidin-3-yl)oxy)-1-oxoisoindolin-2-yl)piperidine-2,6-dione